IC1=CC=C(C=C1)OC(F)(F)F 1-iodo-4-(trifluoromethoxy)benzene